benzyl-bis(2,4,6-trimethylbenzoyl)phosphorus oxide C(C1=CC=CC=C1)P(C(C1=C(C=C(C=C1C)C)C)=O)(C(C1=C(C=C(C=C1C)C)C)=O)=O